C(C)OC(=O)C=1N=C2N(C=C(N=C2N[C@@H]2CC[C@H](CC2)CNC(=O)OC(C)(C)C)C2=CC=NC=C2)C1 8-[trans-4-(tert-Butoxycarbonylamino-methyl)-cyclohexylamino]-6-pyridin-4-yl-imidazo[1,2-a]pyrazine-2-carboxylic acid ethyl ester